4-Bromo-3-fluoro-2-methylbenzoic acid BrC1=C(C(=C(C(=O)O)C=C1)C)F